3-(3,4-difluoro-2-methoxyphenyl)-5-methyl-N-(3-(pentafluorosulfanyl)phenyl)-5-(trifluoromethyl)tetrahydrothiophene-2-carboxamide FC=1C(=C(C=CC1F)C1C(SC(C1)(C(F)(F)F)C)C(=O)NC1=CC(=CC=C1)S(F)(F)(F)(F)F)OC